OC(C)(C)C1=NOC(=C1)C=O (3-(2-hydroxypropan-2-yl)isoxazol-5-yl)methanone